BrC1=CC(=C(C=C1Br)C1=NC(=NC(=N1)C1=CC=CC=C1)C1=CC=CC=C1)Cl 2-(4,5-Dibromo-2-chlorophenyl)-4,6-diphenyl-1,3,5-triazine